C(C)(C)C=1N=C2N(N=C(C(=C2C)C)N2CC=3C=C(C=NC3CC2)C(F)(F)F)C(C1)=O 2-isopropyl-8,9-dimethyl-7-(3-(trifluoromethyl)-7,8-dihydro-1,6-naphthyridin-6(5H)-yl)-4H-pyrimido[1,2-b]pyridazin-4-one